2-(3-ethyl-3-methoxyazetidin-1-yl)oxazole-4-carboxamide C(C)C1(CN(C1)C=1OC=C(N1)C(=O)N)OC